P(OC1OC(C2=CC=CC=C12)=O)([O-])=O (3-oxo-1,3-dihydro-isobenzofuran-1-yl) phosphonate